C(C)N1N=CC(=C1)CC=1C(N(C=CC1)C1=NC(=CC(=C1F)C(F)(F)F)N1C[C@H](OCC1)C)=O 3-[(1-ethyl-1H-pyrazol-4-yl)methyl]-3'-fluoro-6'-[(2R)-2-methylmorpholin-4-yl]-4'-(trifluoromethyl)-2H-[1,2'-bipyridin]-2-one